ClC=1C=C2C=C(NC2=CC1C1=NC=CC=C1)CNC(C)=O N-((5-chloro-6-(pyridin-2-yl)-1H-indol-2-yl)methyl)acetamide